N-methyl-N-[3-({[2-({4-[(methylamino)methyl]phenyl}amino)-5-(trifluoromethyl)pyrimidin-4-yl]amino}methyl)pyridin-2-yl]methanesulfonamide CN(S(=O)(=O)C)C1=NC=CC=C1CNC1=NC(=NC=C1C(F)(F)F)NC1=CC=C(C=C1)CNC